5-methoxy-3-(3-methoxybenzyl)benzoxazol-2-one COC=1C=CC2=C(N(C(O2)=O)CC2=CC(=CC=C2)OC)C1